FC(=CCC(=O)OC1=C(C=CC=C1)C1=C2C=CC(C(=C3C=CC(=C(C=4C=CC(=C(C5=CC=C1N5)C5=C(C=CC=C5)OC(CC=C(C)F)=O)N4)C4=C(C=CC=C4)OC(CC=C(C)F)=O)N3)C3=C(C=CC=C3)OC(CC=C(C)F)=O)=N2)C tetrakis[(4-fluoro-3-pentenoyloxy)phenyl]porphyrin